C1(C2(CC3=CC=CC=C13)CCCCC2)N 1',3'-dihydrospiro[cyclohexane-1,2'-indene]-1'-amine